(4-((1-(3-(difluoromethyl)-2-fluorophenyl)ethyl)amino)-2-methyl-7-((1-methylazetidin-3-yl)oxy)pyrido[2,3-d]pyrimidin-6-yl)cyclopropane-1-carbonitrile FC(C=1C(=C(C=CC1)C(C)NC=1C2=C(N=C(N1)C)N=C(C(=C2)C2(CC2)C#N)OC2CN(C2)C)F)F